O[C@H](C(=O)N[C@@H](CCOCCCCC1=NC=2NCCCC2C=C1)C(=O)O)C1=CC=CC=C1 N-((S)-2-hydroxy-2-phenylacetyl)-O-(4-(5,6,7,8-tetrahydro-1,8-naphthyridin-2-yl)butyl)homoserine